3,3-dimethyl-but-1-yne CC(C#C)(C)C